COC1=NC=CC=C1C=1C=NN2C1N=C(C=C2)N2CC1(CN(C1)C(=O)OC1(COC1)C)C2 3-Methyloxetan-3-yl 6-(3-(2-methoxypyridin-3-yl) pyrazolo[1,5-a]pyrimidin-5-yl)-2,6-diazaspiro[3.3]heptane-2-carboxylate